ONC(CCCNC1=C(C=C(C=C1)S(=O)(=O)N)[N+](=O)[O-])=O N-hydroxy-4-(2-nitro-4-aminosulfonylphenylamino)butanamide